(3-bromo-5-chlorophenoxy)(tert-butyl)dimethylsilane BrC=1C=C(O[Si](C)(C)C(C)(C)C)C=C(C1)Cl